1-aminoethyl-3-methylimidazole nitrate salt [N+](=O)(O)[O-].NC(C)C1=NC=CN1C